tert-butyl 4-(4-(3-(2-(benzyloxy)-6-hydroxypyridin-3-yl)-5-fluoro-1-methyl-1H-indazol-6-yl)piperidine-1-carbonyl)-3,3-dimethylpiperidine-1-carboxylate C(C1=CC=CC=C1)OC1=NC(=CC=C1C1=NN(C2=CC(=C(C=C12)F)C1CCN(CC1)C(=O)C1C(CN(CC1)C(=O)OC(C)(C)C)(C)C)C)O